NC1=C(C=C(C=N1)NC(C(=O)N1C(CCC(C1)C)C=1C=CC2=C(N=C(S2)CCOC)C1)=O)CC N-(6-amino-5-ethylpyridin-3-yl)-2-(2-(2-(2-methoxyethyl)benzo[d]thiazol-5-yl)-5-methylpiperidin-1-yl)-2-oxoacetamide